N12CCN(C(CC1)CC2)C(=O)N2N=C(C1=C2CC(OC1)(C)C)C1=CC=C(C=C1)F (1,4-diazabicyclo[3.2.2]nonan-4-yl)(3-(4-fluoro-phenyl)-6,6-dimethyl-6,7-dihydropyrano[4,3-c]pyrazol-1(4H)-yl)-methanone